Cl.C1=CC=CC2=CC=CC=C12 naphthalene hydrochloride